(S)-2-[(6-{(S)-2-Amino-2-[2-(benzo[d]isoxazol-3-yl)phenyl]ethyl}pyridine-2-yl)(methyl)amino]ethan-1-ol hydrochloride Cl.N[C@@H](CC1=CC=CC(=N1)N(CCO)C)C1=C(C=CC=C1)C1=NOC2=C1C=CC=C2